NCC1=NNC(C2=CC=C(C=C12)C=1C=NN(C1C1=C(C2=CC=CC=C2C(=C1F)C)C#N)C)=O 2-(4-(4-(aminomethyl)-1-oxo-1,2-dihydrophthalazin-6-yl)-1-methyl-1H-pyrazol-5-yl)-3-fluoro-4-methyl-1-naphthonitrile